2-[(2,2-difluoroethyl)amino]-5-{5-(1-oxo-1,2,3,4-tetrahydroisoquinolin-7-yl)-1,3,4-oxadiazol-2-yl}benzonitrile FC(CNC1=C(C#N)C=C(C=C1)C=1OC(=NN1)C1=CC=C2CCNC(C2=C1)=O)F